2-(diphenylphosphinyl)-1-phenylpropan-1-one C1(=CC=CC=C1)P(=O)(C(C(=O)C1=CC=CC=C1)C)C1=CC=CC=C1